2-(4-(2-ethyl-3-((4-(4-fluorophenyl)thiazol-2-yl)(methyl)amino)-7-methylimidazo[1,2-a]pyridin-6-yl)piperidin-1-yl)-1-(3-hydroxyazetidin-1-yl)ethanone C(C)C=1N=C2N(C=C(C(=C2)C)C2CCN(CC2)CC(=O)N2CC(C2)O)C1N(C)C=1SC=C(N1)C1=CC=C(C=C1)F